4-(1-naphthyl)-2-(2-thienyl)imidazole C1(=CC=CC2=CC=CC=C12)C=1N=C(NC1)C=1SC=CC1